2,6-bis(naphthalen-2-yl)pyrimidine-4-carboxylic acid ethyl ester C(C)OC(=O)C1=NC(=NC(=C1)C1=CC2=CC=CC=C2C=C1)C1=CC2=CC=CC=C2C=C1